ClC=1C=C2C(=NC(=NC2=C(C1C1=CC=CC2=CC=CC(=C12)Cl)F)OC[C@H]1N(CCC1)C)N1[C@H](CN(CC1)C(/C(=C/C1=NC=CC=C1)/F)=O)C (Z)-1-((3S)-4-(6-chloro-7-(8-chloronaphthalen-1-yl)-8-fluoro-2-(((S)-1-methylpyrrolidin-2-yl)methoxy)quinazolin-4-yl)-3-methylpiperazin-1-yl)-2-fluoro-3-(pyridin-2-yl)prop-2-en-1-one